N[C@@H](CC(C)C)C(=O)N[C@@H](CC1=CC=CC=C1)C(=O)O L-Leucyl-L-phenylalanine